C(#N)C1=C(C(=CC=C1)OC)C1=CC=C2C(=CN(C2=C1)CC(C)(C)C)[C@@H](C(F)(F)F)NS(=O)(=O)C1CCC1 (S)-N-(1-(6-(2-cyano-6-methoxyphenyl)-1-neopentyl-1H-indol-3-yl)-2,2,2-trifluoroethyl)cyclobutanesulfonamide